lithium magnesium zinc oxide [O-2].[Zn+2].[Mg+2].[Li+]